FC(O[C@@H](C)C1=CC(=NC=C1)C(=O)NC1=CC(=C(C=C1)C)C=1C=NC2=CC(=NC=C2C1)NC)F (S)-4-(1-(difluoromethoxy)ethyl)-N-(4-methyl-3-(7-(methylamino)-1,6-naphthyridin-3-yl)phenyl)picolinamide